L-β-Homomethionine hydrochloride Cl.N[C@@H](CCSC)CC(=O)O